C(C)OC(=O)C1=CNC=CC1 1,4-dihydropyridine-3-carboxylic acid ethyl ester